[Li+].S([O-])([O-])=O.[Li+] sulfurous acid lithium salt